C1(C(C(C(C(C1O)O)O)O)O)O cyclohexan-1,2,3,4,5,6-hexol